1,5-bis(4-amidinophenoxy)pentane C(N)(=N)C1=CC=C(OCCCCCOC2=CC=C(C=C2)C(N)=N)C=C1